[C@H]12OC[C@H](N(C1)C=1C=CC=3N(C1)N=C(N3)C3=C1C=C(N=CC1=C(N=C3)NC)NC(=O)C3CC3)C2 N-(5-(6-((1R,4R)-2-oxa-5-azabicyclo[2.2.1]heptan-5-yl)-[1,2,4]triazolo[1,5-a]pyridin-2-yl)-8-(methylamino)-2,7-naphthyridin-3-yl)cyclopropanecarboxamide